C([C@H](O)C)(=O)[O-].[In+3].C([C@H](O)C)(=O)[O-].C([C@H](O)C)(=O)[O-] indium D-lactate